BrC=1C=CC(=C(NC2(CC2)C)C1)[N+](=O)[O-] 5-bromo-N-(1-methylcyclopropyl)-2-nitroaniline